[Al].[Y].[Lu] lutetium-yttrium aluminum